CC=1C(C(C(=C(C1N1CCOCC1)N1CCOCC1)C)=O)=O 3,6-dimethyl-4,5-dimorpholinyl-1,2-benzoquinone